The molecule is a hydroxytoluene that is 3-methylphenol which is substituted by a chlorine at position 4. A ryanodine receptor agonist. It has a role as a ryanodine receptor agonist, an antimicrobial agent and a disinfectant. It is a hydroxytoluene and a member of monochlorobenzenes. CC1=C(C=CC(=C1)O)Cl